1,1',1'',1'''-(((2S,5S,8S,11S)-1,4,7,10-tetraazacyclododecane-2,5,8,11-tetrayl)tetrakis(propane-3,1-diyl))tetraguanidine N1[C@H](CN[C@H](CN[C@H](CN[C@H](C1)CCCNC(=N)N)CCCNC(=N)N)CCCNC(=N)N)CCCNC(=N)N